C(C)(C)(C)OC(=O)N[C@H](C(=O)O)CC(CC)CC (S)-2-((tert-Butoxycarbonyl)amino)-4-ethylhexanoic acid